4,7-bis(5-trimethylstannyl-thienyl)-benzoxadiazole C[Sn](C1=CC=C(S1)C1=CC=C(C2=C1N=NO2)C=2SC(=CC2)[Sn](C)(C)C)(C)C